Trifluoro-propene FC(C=C)(F)F